3-(3-methyl-5-(methyl-(piperidin-4-ylmethyl)amino)-2-oxo-2,3-dihydro-1H-benzo[d]imidazol-1-yl)piperidine-2,6-dione CN1C(N(C2=C1C=C(C=C2)N(CC2CCNCC2)C)C2C(NC(CC2)=O)=O)=O